copper triscyanide [Cu](C#N)(C#N)C#N